2-Hydroxy-4-(trifluoromethyl)-6,7-dihydro-5H-cyclopenta[b]pyridin-5-one OC1=CC(=C2C(=N1)CCC2=O)C(F)(F)F